(11R)-Isoprene C=CC(C)=C